O=S1(CCC(CC1)C1=CC=C(C(=O)OC)C=C1)=O methyl 4-(1,1-dioxidotetrahydro-2H-thiopyran-4-yl)benzoate